2-((2,6-dichloro-9H-purin-9-yl)methyl)aniline ClC1=NC(=C2N=CN(C2=N1)CC1=C(N)C=CC=C1)Cl